OC1(C=C(C=2N1C=1C=CC=CC1C2CC(=O)OCC)C2=CC=C(C=C2)C)C(F)(F)F Ethyl 2-(3-hydroxy-1-(p-tolyl)-3-(trifluoromethyl)-3H-pyrrolo[1,2-a]indol-9-yl)acetate